O=S1(C[C@@H](C=C1)NC(=O)C=1C(NC2=CC(=CC=C2C1)N(C)C(=O)OC(C)(C)C)=O)=O 2-methylpropan-2-yl {[3-({[(3R)-1,1-dioxo-2,3-dihydro-1λ6-thiophen-3-yl]amino} carbonyl)-2-oxo-1H-quinolin-7-yl](methyl)amino}methanoate